(S)-N-((S)-3-oxo-1-((S)-2-oxopyrrolidin-3-yl)-4-(trifluoromethoxy)butan-2-yl)-5-(2-oxo-2-((1,1,1-trifluoro-2-methylpropan-2-yl)amino)acetyl)-5-azaspiro[2.4]heptane-6-carboxamide O=C([C@H](C[C@H]1C(NCC1)=O)NC(=O)[C@H]1N(CC2(CC2)C1)C(C(NC(C(F)(F)F)(C)C)=O)=O)COC(F)(F)F